8-(tributylstannyl)imidazo[1,5-a]pyridine C(CCC)[Sn](C=1C=2N(C=CC1)C=NC2)(CCCC)CCCC